C1(=CC=CC=C1)C1=NC(=NC(=N1)B1OC(C)(C)C(C)(C)O1)C1=CC=CC=C1 2,6-diphenyl-1,3,5-triazine-4-boronic acid pinacol ester